C(\C=C\C(=O)O)(=O)O.OC1[C@H](O)[C@@H](O)[C@H](O[C@H]2[C@H](O)[C@@H](O)[C@@H](O)[C@H](O2)CO)[C@H](O1)CO lactose fumarate